FC=1C=C(C=CC1F)N(C1=CC(N(C=2C=CC(=NC12)C#N)C)=O)C 8-((3,4-difluorophenyl)(methyl)amino)-5-methyl-6-oxo-5,6-dihydro-1,5-naphthyridine-2-carbonitrile